BrC=1C(=C(C(=O)Cl)C=CC1)F 3-Bromo-2-fluorobenzoyl chloride